C(C(C)C)(=O)OC[C@H]1O[C@@]([C@@H]([C@@H]1O)O)(C#N)N1C(N=C(C=C1)N)=O ((2R,3S,4R,5R)-5-(4-Amino-2-oxopyrimidin-1(2H)-yl)-5-cyano-3,4-dihydroxytetrahydrofuran-2-yl)methyl isobutyrate